N-(4-((4-(3-(hydroxymethyl)tetrahydrofuran-3-yl)-6-(methylsulfonyl)pyridin-2-yl)amino)-5-(6-oxo-1,6-dihydropyridazin-3-yl)pyridin-2-yl)acetamide OCC1(COCC1)C1=CC(=NC(=C1)S(=O)(=O)C)NC1=CC(=NC=C1C1=NNC(C=C1)=O)NC(C)=O